N-methyl-5-(4-((6-oxo-5,6-dihydro-1,5-naphthyridin-3-yl)methyl)piperazin-1-yl)picolinamide CNC(C1=NC=C(C=C1)N1CCN(CC1)CC=1C=NC=2C=CC(NC2C1)=O)=O